FC(C1=CC=C(C=C1)N1N=CC2=C(C=CC=C12)NC(C1=CC=CC=C1)=O)(F)F N-{1-[4-(trifluoromethyl)phenyl]-1H-indazol-4-yl}benzamide